N-(3-methylbutan-2-yl)propane-1,3-diamine CC(C(C)NCCCN)C